C1(=CC=CC=C1)NC1=CC=CC=C1 Diphenylamin